FC1=CC(=C(C=C1F)NC1=NC(=NC=N1)NC=1C(=CC(=C(C1)NC(C=C)=O)N1[C@H](CC1)CN(C)C)OC)C(C)(C)O (R)-N-(5-(4-(4,5-difluoro-2-(2-hydroxypropan-2-yl)phenylamino)-1,3,5-triazin-2-ylamino)-2-(2-((dimethylamino)methyl)azetidin-1-yl)-4-methoxyphenyl)acrylamide